Cl.C(CCCCCCCCCCC)NC(=N)N DODECYL-GUANIDINE HYDROCHLORIDE